3-Nitrophenyl-caprylate [N+](=O)([O-])C=1C=C(C=CC1)OC(CCCCCCC)=O